C1CCC(C=2C3=CC=CC=C3NC12)=NO 1,2,3,9-tetrahydro-4H-carbazol-4-one oxime